COC(=O)N1CC(C1)C1=NOC(=N1)C1=C(C(=C(C(=C1)F)C)NC(=O)C1=CN=C2N1C=CC(=C2)C)F 3-(5-(2,5-difluoro-4-methyl-3-(7-methylimidazo[1,2-a]pyridine-3-carboxamido)phenyl)-1,2,4-oxadiazol-3-yl)azetidine-1-carboxylic acid methyl ester